N[C@@H](C#N)[C@@H]1OCCOC1 (2S)-2-amino-2-[(2S)-1,4-dioxan-2-yl]acetonitrile